Di-(4-methylphenyl)-iodonium hexafluorophosphat F[P-](F)(F)(F)(F)F.CC1=CC=C(C=C1)[I+]C1=CC=C(C=C1)C